1,2-dimethyl-3-propylbenzene CC1=C(C(=CC=C1)CCC)C